ClC1=CC(=C(C=C1)C1CCN(CC1)C(CN1N=C(C2=C1CCC2)C(=O)N2C[C@H](O[C@H](C2)C)C)=O)F 1-[4-(4-chloro-2-fluorophenyl)piperidin-1-yl]-2-{3-[(2R,6S)-2,6-dimethylmorpholine-4-carbonyl]-5,6-dihydrocyclopenta[c]pyrazol-1(4H)-yl}ethan-1-one